3,13,19-trimethylpentatriacontane CC(CC)CCCCCCCCCC(CCCCCC(CCCCCCCCCCCCCCCC)C)C